ClC1=C2C(=NC=3C=C(C(=CC13)OC)O)CCC2 9-chloro-7-methoxy-1H,2H,3H-cyclopenta[b]quinolin-6-ol